NC=CCCN 1,4-diaminobutaneN